N1C=CC=2C1=NC=C(C2)OC2=C(C(=O)NS(=O)(=O)C1=CC(=C(C=C1)NC(=O)C1CCNCC1)[N+](=O)[O-])C=C(C(=C2)N2CCC1(CC(C1)N1C(CCC1)C1=C(C=CC=C1)C(C)C)CC2)F N-(4-(N-(2-((1H-pyrrolo[2,3-b]pyridin-5-yl)oxy)-5-fluoro-4-(2-(2-(2-Isopropylphenyl)pyrrolidin-1-yl)-7-azaspiro[3.5]nonan-7-yl)benzoyl)sulfamoyl)-2-nitrophenyl)piperidine-4-Carboxamide